C1(=CC=CC=C1)N1C=NC2=CC=CC=C2C1=O 3-phenylquinazolin-4(3H)-one